C1(CC1)[C@@H]1[C@@H](N1)C(=O)[O-].[Li+] lithium (2R,3R)-3-cyclopropylazacyclopropane-2-carboxylate